C(C)N1C=CC(C2=CC(=C(C(=C12)F)N1CC(N(CC1)C(C)=O)C)F)=O 1-ethyl-6,8-difluoro-7-(3-methyl-4-acetylpiperazin-1-yl)-quinolin-4(1H)-one